N-(2-(cyanomethyl)-2,3-dihydro-1H-inden-1-yl)acetamide C(#N)CC1C(C2=CC=CC=C2C1)NC(C)=O